CN(CCN1CCN(CC1)C)C (2-dimethylaminoethyl)-4-methylpiperazine